acryloxyisobutyl-trichlorosilane C(C=C)(=O)OC(C(C)C)[Si](Cl)(Cl)Cl